C(C)C(CN(CCC(=O)[O-])CCC(=O)[O-])CCCC 3,3'-((2-ethylhexyl)azanediyl)dipropionate